CN1N=C(C2=C(C=CC=C12)OCC1=CC=CC=C1)N1C(C2=CC=CC=C2C1=O)=O 2-(1-methyl-4-benzyloxy-1H-3-indazolyl)-isoindoline-1,3-dione